BrC1=CN=C2C=CC(=NC2=C1)Cl 7-bromo-2-chloro-1,5-naphthyridine